6-methyl-1H-indazole CC1=CC=C2C=NNC2=C1